FC(C(=O)O)(F)F.C(CC)NS(=O)(=O)N propylaminosulfonamide 2,2,2-Trifluoroacetate